S(=O)(=O)=C1C(C(=O)OC)C=CC=C1Cl methyl o-sulfonylchlorobenzoate